ClC1=NC(=CC(=C1)CCl)C 2-chloro-4-(chloromethyl)-6-methyl-pyridine